C1CC2=CC=C1C=C2 bicyclo[2.2.2]octatriene